((1R,4R)-4-(4-(((R)-1-(3-amino-5-(trifluoromethyl)phenyl)ethyl)amino)-7-Methoxy-2-methylquinazolin-6-yl)cyclohexyl)(4-(3-(piperidin-4-yl)propyl)piperazin-1-yl)methanone NC=1C=C(C=C(C1)C(F)(F)F)[C@@H](C)NC1=NC(=NC2=CC(=C(C=C12)C1CCC(CC1)C(=O)N1CCN(CC1)CCCC1CCNCC1)OC)C